(2R,3S,5R)-4-(aminomethyl)-2-(2,5-difluorophenyl)-5-(2-methylsulfonyl-4,6-dihydropyrrolo[3,4-c]pyrazol-5-yl)tetrahydropyran-3-amine NCC1[C@@H]([C@H](OC[C@@H]1N1CC2=NN(C=C2C1)S(=O)(=O)C)C1=C(C=CC(=C1)F)F)N